(2R,3S,11bS)-10-methoxy-3-neopentyl-1,3,4,6,7,11b-hexahydro-2H-pyrido[2,1-a]isoquinoline-2,9-diol COC1=C(C=C2CCN3[C@H](C2=C1)C[C@H]([C@H](C3)CC(C)(C)C)O)O